CN1C(=C(C=C1C)C1=CC=CC=C1)C(C(=O)NC1=C(C(=C(C(=C1[2H])[2H])N1CCN(CC1)C1=NC=C(C=N1)F)[2H])[2H])=O 2-(1,5-dimethyl-3-phenyl-1H-pyrrol-2-yl)-N-(4-(4-(5-fluoropyrimidin-2-yl)piperazin-1-yl)phenyl-2,3,5,6-d4)-2-oxoacetamide